(S)-1-((3R,4S)-4-((6-Cyclopropyl-7H-Pyrrolo[2,3-D]Pyrimidin-4-Yl)Amino)Chroman-3-Yl)Pyrrolidine-3-Carbonitrile C1(CC1)C1=CC2=C(N=CN=C2N[C@@H]2[C@H](COC3=CC=CC=C23)N2C[C@H](CC2)C#N)N1